C(C1=CC=CC=C1)OC1=C(C=CC=C1)C1=NN(C(=C1)C(=O)NC1=CC(=CC(=C1)S(=O)(=O)C)Cl)C 3-(2-(benzyloxy)phenyl)-N-(3-chloro-5-(methylsulfonyl)phenyl)-1-methyl-1H-pyrazole-5-carboxamide